C1(CC1)CN1C=NC=2CN(CCC21)C(=O)OC(C)(C)C tert-butyl 1-(cyclopropylmethyl)-6,7-dihydro-1H-imidazo[4,5-c]pyridine-5(4H)-carboxylate